(2-methoxypyrimidin-5-yl)thiazole-4-carboxamide COC1=NC=C(C=N1)C=1SC=C(N1)C(=O)N